{7-[4-(trifluoromethyl)phenyl]-2H-chromen-4-yl}methylamine, hydrochloride Cl.FC(C1=CC=C(C=C1)C1=CC=C2C(=CCOC2=C1)CN)(F)F